NC1=C2C(=NC=N1)N(N=C2C2=CC=C(C=C2)OC2=CC=CC=C2)C2CC(N(C(C2)C)C(=O)N2N=CN=C2)C (4-(4-amino-3-(4-phenoxyphenyl)-1H-pyrazolo[3,4-d]pyrimidin-1-yl)-2,6-dimethylpiperidin-1-yl)(1H-1,2,4-triazol-1-yl)methanone